C1(CCCC1)C(=O)N1CCN(CC1)CC1=C(N=C2N1C=CC=C2)C2=CC=C(C#N)C=C2 4-(3-{[4-(cyclopentylcarbonyl)piperazin-1-yl]methyl}imidazo[1,2-a]pyridine-2-yl)benzonitrile